tert-butyl (R)-10-((6-oxo-4-phenylpyrimidin-1(6H)-yl) methyl)-7-azaspiro[4.5]decane-7-carboxylate O=C1C=C(N=CN1C[C@@H]1CCN(CC12CCCC2)C(=O)OC(C)(C)C)C2=CC=CC=C2